(2-chloro-6-fluorophenyl-(carbamoyl)-2-fluoro-5-((1,1,1-trifluoropropan-2-yl)oxy)phenyl)-3-fluoroazetidine-1-carboxamide ClC1=C(C(=CC=C1)F)C1=C(C(=C(C=C1OC(C(F)(F)F)C)C1N(CC1F)C(=O)N)F)C(N)=O